P(=O)(OCC(CCCC)CC)(OCC(CCCC)CC)OC1=CC=C(C=C1)C di(2-ethylhexyl) p-tolyl phosphate